ClC1=CC(=C(C=C1)C1=CC2=C(N=N1)N(C=CC2=O)C2C[C@H]1CC[C@@H](C2)N1C(=O)OC(C)(C)C)O (1R,3s,5S)-tert-butyl 3-(3-(4-chloro-2-hydroxyphenyl)-5-oxopyrido[2,3-c]pyridazin-8(5H)-yl)-8-azabicyclo[3.2.1]octane-8-carboxylate